O[C@H](COC=1C=C(C=CC1)S(=O)(=O)NC)CNC1COC2(C1)CCN(CC2)S(=O)(=O)C2=CSC=C2 3-((2S)-2-hydroxy-3-(8-(thiophene-3-ylsulfonyl)-1-oxa-8-azaspiro[4.5]dec-3-ylamino)propoxy)-N-methylbenzenesulfonamide